5-fluoro-N-{8-fluoro-2-methylimidazo[1,2-a]pyridin-6-yl}-2-methyl-4-(piperazin-1-yl)indazole-7-carboxamide FC1=C(C2=CN(N=C2C(=C1)C(=O)NC=1C=C(C=2N(C1)C=C(N2)C)F)C)N2CCNCC2